N=1C=CN2C1CNCC2 6,8-dihydro-5H-imidazo[1,2-a]pyrazin